NC1=NN2C(N=CC(=C2C(C)OC)C(=O)OC(C)(C)C)=N1 tert-butyl 2-amino-7-(1-methoxy ethyl)-[1,2,4]triazolo[1,5-a]pyrimidine-6-carboxylate